C(C)(=O)OC1CCC(CC1)C1=NC(=C2N1C=CN=C2Cl)Br 4-(1-bromo-8-chloroimidazo[1,5-a]pyrazin-3-yl)cyclohexyl acetate